(E)-2-[2-(5,6-dimethylpyrazin-2-ylmethyloximinomethyl)phenyl]-3-methoxyacrylate CC=1N=CC(=NC1C)CC(C1=C(C=CC=C1)/C(/C(=O)[O-])=C\OC)=NO